1H-pyrazole-1-carbodithioate N1(N=CC=C1)C(=S)[S-]